BrC1=CC(=C2NC(C=3N(C2=C1C)C(=NN3)C)(C)C)F 8-bromo-6-fluoro-1,4,4,9-tetramethyl-5H-[1,2,4]triazolo[4,3-a]quinoxaline